C(C#C)[C@@](N)(C)C(=O)O |o1:3| (S)- or (R)-α-propargylalanine